The molecule is a peptide zwitterion obtained by transfer of a proton from the carboxy to the amino terminus of dapdiamide C; major species at pH 7.3. NB Although the relative configuration of the epoxide moiety has been assigned as trans, it has not yet been established whether the absolute configuration is R,R (as drawn) or S,S. It has a role as a bacterial metabolite. It is a tautomer of a dapdiamide E. CC(C)[C@@H](C(=O)[O-])NC(=O)[C@H](C[NH3+])NC(=O)[C@H]1[C@@H](O1)C(=O)N